C(C1=CC=CC=C1)OC1=CC=C(C2=C1N=C(O2)N2CC1CCC(C2)N1C(=O)OC(C)(C)C)C=1SC=C(N1)C tert-Butyl 3-(4-(benzyloxy)-7-(4-methylthiazol-2-yl)benzo[d]oxazol-2-yl)-3,8-diazabicyclo[3.2.1]octane-8-carboxylate